4-Ethenyl-N,N-dimethylbenzylamine C(=C)C1=CC=C(CN(C)C)C=C1